CN1N=CC=C1C1CCN(CC1)C1CC2(C1)CN(CC2)C(=O)OC(C)([2H])[2H] (1,1-2H2)Ethyl 2-[4-(1-methyl-1H-pyrazol-5-yl)piperidin-1-yl]-6-azaspiro[3.4]octane-6-carboxylate